CN1C=C(C2=CC(=CC=C12)NC(CCC)=O)[SH4]OOC N-[1-methyl-3-(methyldioxy-lambda6-thio)indol-5-yl]butanamide